2,6-Difluoro-3-methyl-5-(6-(1-(methylsulfonyl)piperidin-4-yl)-1H-indazol-3-yl)phenol FC1=C(C(=C(C=C1C)C1=NNC2=CC(=CC=C12)C1CCN(CC1)S(=O)(=O)C)F)O